1-(PENTYLOXY)HEXANE C(CCCC)OCCCCCC